C[C@]12C[C@H](N([C@@H]2C1)C(=O)OC(C)(C)C)C(NC1=NC(=CC=C1C)OC(F)(F)F)=O tert-Butyl (1R,3S,5R)-5-methyl-3-((3-methyl-6-(trifluoromethoxy)pyridin-2-yl)carbamoyl)-2-azabicyclo[3.1.0]hexane-2-carboxylate